(R)-(4-(4-amino-6-(2-ethynyl-4-methylpyrimidin-5-yl)-7-methyl-7H-pyrrolo[2,3-d]pyrimidin-5-yl)phenyl)(2-ethynylpyrrolidin-1-yl)methanone NC=1C2=C(N=CN1)N(C(=C2C2=CC=C(C=C2)C(=O)N2[C@H](CCC2)C#C)C=2C(=NC(=NC2)C#C)C)C